ClC=1C=C(C=CC1F)C1=CN(C2=C1C(N(C=C2)CC(=O)N2CC(CC2)F)=O)CC(F)F 3-(3-chloro-4-fluorophenyl)-1-(2,2-difluoroethyl)-5-(2-(3-fluoropyrrolidin-1-yl)-2-oxoethyl)-1H-pyrrolo[3,2-c]pyridin-4(5H)-one